(S)-7-(2-((2-ethyl-6-(4-(2-hydroxyethyl)piperazin-1-yl)pyridin-3-yl)amino)-5-(trifluoromethyl)pyrimidin-4-yl)-5-methyl-2,3-dihydro-5H-thieno[3,2-e][1,4]oxathiepine 1,1-dioxide C(C)C1=NC(=CC=C1NC1=NC=C(C(=N1)C1=CC=2S(CCO[C@H](C2S1)C)(=O)=O)C(F)(F)F)N1CCN(CC1)CCO